C(=C)BF (Z)-vinylboranyl-fluoran